3-(5-{[(4-carbamimidoylphenyl)methyl](methyl)amino}-4-methyl-1-(thiophene-3-carbonyl)-1H-pyrazol-3-yl)-N,N,4-trimethyl-2-oxopyrrolidine-1-carboxamide C(N)(=N)C1=CC=C(C=C1)CN(C1=C(C(=NN1C(=O)C1=CSC=C1)C1C(N(CC1C)C(=O)N(C)C)=O)C)C